4-methoxy-2-pyridinemethanol-1-oxide COC=1C=C([N+](=CC1)[O-])CO